C(C(O)C1=CC=CC=C1)(=O)[O-].[Mg+2].C(C(O)C1=CC=CC=C1)(=O)[O-] Magnesium mandelat